racemic-2-(6-(2H-tetrazol-5-yl)pyridin-2-yl)-2-hydroxy-N,N-bis(4-methoxybenzyl)propane-1-sulfonamide N=1NN=NC1C1=CC=CC(=N1)[C@@](CS(=O)(=O)N(CC1=CC=C(C=C1)OC)CC1=CC=C(C=C1)OC)(C)O |r|